NC(CCCO)C 4-aminoamyl alcohol